1'-[(6-phenyl-1,3,5-triazine-2,4-diyl)bis(imino)]bis(9,10-anthracenedione) C1(=CC=CC=C1)C1=NC(=NC(=N1)NC1=CC=CC=2C(C3=CC=CC=C3C(C12)=O)=O)NC1=CC=CC=2C(C3=CC=CC=C3C(C12)=O)=O